ClC1=CC=C(C=N1)C1=NN(C=2C1=NC(=C(C2)C)O[C@H](C)C2=C(C=NC=C2Cl)Cl)C2OCCCC2 3-(6-chloropyridin-3-yl)-5-((R)-1-(3,5-dichloropyridin-4-yl)ethoxy)-6-methyl-1-(tetrahydro-2H-pyran-2-yl)-1H-pyrazolo[4,3-b]pyridine